6-bromo-5-fluoro-3-methylbenzo[d]isoxazole BrC1=CC2=C(C(=NO2)C)C=C1F